5-bromo-6-fluoro-3H-1,3-benzothiazole-2-thione BrC=1C(=CC2=C(NC(S2)=S)C1)F